CC(C)(C)C=1C=C(C=C(C1O)C(C)(C)C)CCC(=O)OC1CC(N(C(C1)(C)C)CCOC(CCC1=CC(=C(C(=C1)C(C)(C)C)O)C(C)(C)C)=O)(C)C 3,5-bis(1,1-dimethylethyl)-4-hydroxybenzenepropanoic acid, 1-[2-[3-[3,5-bis(1,1-dimethylethyl)-4-hydroxyphenyl]-1-oxopropoxy]ethyl]-2,2,6,6-tetramethyl-4-piperidinyl ester